ClC=1C(=C(C=2C(=C(SN2)N2CCN(CC2)C(C=C)=O)C1)F)C1=C(C=CC(=C1)O)Cl 1-(4-(5-chloro-6-(2-chloro-5-hydroxyphenyl)-7-fluoro-2,1-benzothiazol-3-yl)-1-piperazinyl)-2-propen-1-one